NC1C[C@H]2CC[C@@H](C1)N2S(=O)(=O)CC2CCN(CC2)C(=O)[O-] 4-((((1R,3r,5S)-3-amino-8-azabicyclo[3.2.1]octan-8-yl)sulfonyl)methyl)piperidine-1-carboxylate